C1(CC1)C1=NOC(=C1)CN[C@@H](COC1=NC(=NC(=C1)C1=C(C=CC=C1C)C)NS(=O)(=O)C=1C=C(C(=O)O)C=CC1)CC(C)(C)C 3-[[4-[(2R)-2-[(3-cyclopropylisoxazol-5-yl)methylamino]-4,4-dimethyl-pentoxy]-6-(2,6-dimethylphenyl)pyrimidin-2-yl]sulfamoyl]benzoic acid